1-(2,6-difluorophenyl)-4-((6-(morpholine-4-carbonyl)pyridin-3-yl)amino)-1H-pyrazole-3-carboxamide FC1=C(C(=CC=C1)F)N1N=C(C(=C1)NC=1C=NC(=CC1)C(=O)N1CCOCC1)C(=O)N